2-(((S)-5-methoxy-1,2,3,4-tetrahydronaphthalen-2-yl)amino)-2-(naphthalen-1-yl)ethanol COC1=C2CC[C@@H](CC2=CC=C1)NC(CO)C1=CC=CC2=CC=CC=C12